OCCN(CCON(S(=O)(=O)C1=CC=C(C=C1)N\C(=C\1/C(NC2=CC(=C(C=C12)C)C(=O)OC)=O)\C1=CC=CC=C1)C)C (Z)-Methyl 3-(((4-(N-(2-((2-hydroxyethyl)(methyl)amino)ethoxy)-N-methylsulfamoyl)phenyl)amino)(phenyl)methylene)-5-methyl-2-oxoindoline-6-carboxylate